ClC=1C=NC=C(C1[C@@H](C)OC=1C=C2C(=NN(C2=CC1OC)C1OCCCC1)C1=C(C(=NC=C1)N1CC(C1)(C)NCC(C)C)C#N)Cl [5-[(1R)-1-(3,5-dichloro-4-pyridinyl)ethoxy]-6-methoxy-1-tetrahydropyran-2-yl-indazol-3-yl]-2-[3-(isobutylamino)-3-methyl-azetidin-1-yl]pyridine-3-carbonitrile